N-(4-hydroxyphenyl)-N-(3-methoxy-2-methylbenzyl)-1,2-dimethyl-1H-pyrrole-3-carboxamide OC1=CC=C(C=C1)N(C(=O)C1=C(N(C=C1)C)C)CC1=C(C(=CC=C1)OC)C